FC1=CC=C(C=C1)C=1C(=NC2=CC(=CC(=C2C1)C(C)=O)C)C1=CC(=NC=C1)C 1-(3-(4-fluorophenyl)-7-methyl-2-(2-methylpyridin-4-yl)quinolin-5-yl)ethan-1-one